N1CCC(CC1)CO piperidine-4-ylmethanol